[N+](=O)([O-])C=1C=C(C=CC1CC#C)[C@](N(C1=CC=CC=C1)C1=CC=CC=C1)(CC1=CC=CC=C1)C(=O)O 3-nitro-4-propargylphenylphenylphenylphenylalanine